1-({3,4-difluoro-2-[(2-fluoro-4-iodophenyl)amino]phenyl}carbonyl)-3-{[(5-methyl-1H-pyrazol-3-yl)amino]methyl}azetidin-3-ol FC=1C(=C(C=CC1F)C(=O)N1CC(C1)(O)CNC1=NNC(=C1)C)NC1=C(C=C(C=C1)I)F